OC(CNC)C1=CC(=C(C=C1)C(C(=O)[O-])C(C)(C)C)C(C(=O)[O-])C(C)(C)C 4-(1-hydroxy-2-(methylamino) ethyl)-1,2-phenylenebis(3,3-dimethylbutyrate)